(S)-4-Cyclopropyl-N-(pyrrolidin-3-yl)-N-(4-(trifluoromethyl)phenyl)pyridin-3-amine hydrochloride Cl.C1(CC1)C1=C(C=NC=C1)N(C1=CC=C(C=C1)C(F)(F)F)[C@@H]1CNCC1